6-[3-[(1S)-1-[[8-iodo-6-(trifluoromethyl)quinazolin-4-yl]-methyl-amino]ethyl]pyrazin-2-yl]pyridine-3-carbonitrile IC=1C=C(C=C2C(=NC=NC12)N([C@@H](C)C=1C(=NC=CN1)C1=CC=C(C=N1)C#N)C)C(F)(F)F